BrC=1C=C2CC(C(NC2=CC1)=O)(C)C 6-bromo-3,3-dimethyl-3,4-dihydroquinolin-2(1H)-one